BrC=1C(=NN(C1N)C)C 4-bromo-1,3-dimethyl-1H-pyrazol-5-amine